[N+](=O)([O-])C1=C(C=CC(=C1)OC(F)F)NC(C)=O N-[2-nitro-4-difluoromethoxyphenyl]acetamide